5-(1-Hydroxy-2-(2,3,4-trifluorophenyl)ethylidene)-2,2-dimethyl-1,3-dioxane-4,6-dione OC(CC1=C(C(=C(C=C1)F)F)F)=C1C(OC(OC1=O)(C)C)=O